5-(1-isopropyl-4-(trifluoromethyl)-1H-imidazol-2-yl)-4-methylthiophene-2-carboxylic acid methyl ester COC(=O)C=1SC(=C(C1)C)C=1N(C=C(N1)C(F)(F)F)C(C)C